NCC=1CCC(NN1)=O 6-(aminomethyl)-4,5-dihydropyridazin-3(2H)-one